2-(2-(piperidin-4-yloxy)ethoxy)propionic acid N1CCC(CC1)OCCOC(C(=O)O)C